2-{methyl-[6-(pentyloxy)-4-phenylquinolin-2-yl]amino}acetic acid CN(CC(=O)O)C1=NC2=CC=C(C=C2C(=C1)C1=CC=CC=C1)OCCCCC